[Si](C)(C)(C(C)(C)C)O[C@H]1C([C@H]2[C@@H](C([C@@H]1C2)B2OC(C(O2)(C)C)(C)C)B2OC(C(O2)(C)C)(C)C)=O (1R,3R,4S,6R)-3-((tert-butyldimethylsilyl)oxy)-5,6-bis(4,4,5,5-tetramethyl-1,3,2-dioxaborolan-2-yl)bicyclo[2.2.1]heptan-2-one